(2S,4S)-4-(7-bromo-6,8-dichloro-4-(3-(dimethylamino)-3-methylazetidin-1-yl)-1H-[1,2,3]triazolo[4,5-c]quinolin-1-yl)-2-(cyanomethyl)piperidine-1-carboxylic acid tert-butyl ester C(C)(C)(C)OC(=O)N1[C@@H](C[C@H](CC1)N1N=NC=2C(=NC=3C(=C(C(=CC3C21)Cl)Br)Cl)N2CC(C2)(C)N(C)C)CC#N